Tert-butyl (1R,2S)-2-[3-[[6-(azetidin-1-yl)-5-methoxy-pyrimidin-4-yl]amino]-1-tert-butoxycarbonyl-indazol-6-yl]-5'-methoxy-2'-oxo-spiro[cyclopropane-1,3'-indoline]-1'-carboxylate N1(CCC1)C1=C(C(=NC=N1)NC1=NN(C2=CC(=CC=C12)[C@@H]1C[C@@]12C(N(C1=CC=C(C=C21)OC)C(=O)OC(C)(C)C)=O)C(=O)OC(C)(C)C)OC